CN(C1=NC=C(C=N1)C(=O)[O-])CC=1C=NN(C1)C1=CC=CC=C1 2-{methyl[(1-phenyl-1H-pyrazol-4-yl)methyl]amino}pyrimidine-5-carboxylate